5-bromo-2-(4-pyridyl)-4-tetrahydropyran-4-yl-1H-pyrimidin-6-one BrC1=C(N=C(NC1=O)C1=CC=NC=C1)C1CCOCC1